1,8-dimethyl-3-(1-methyl-4-piperidyl)-5-[[rac-(1R)-1-[3-(difluoromethyl)phenyl]ethyl]amino]pyrido[2,3-d]pyridazin-2-one indium(II) [In+2].CN1C(C(=CC=2C1=C(N=NC2N[C@H](C)C2=CC(=CC=C2)C(F)F)C)C2CCN(CC2)C)=O |r|